3-(5-(1-(6-chloro-3-methyl-1H-indole-2-carbonyl)-2,5-dihydro-1H-pyrrol-3-yl)-1-oxoisoindolin-2-yl)piperidine-2,6-dione ClC1=CC=C2C(=C(NC2=C1)C(=O)N1CC(=CC1)C=1C=C2CN(C(C2=CC1)=O)C1C(NC(CC1)=O)=O)C